6-Ethyl-3-((2-fluoropyridin-4-yl)amino)-5-((tetrahydro-2H-pyran-4-yl)amino)pyrazine-2-carboxamide C(C)C1=C(N=C(C(=N1)C(=O)N)NC1=CC(=NC=C1)F)NC1CCOCC1